FC(C(=O)O)(F)F.NC=1C(=NC(=CN1)C=1C=NN(C1)CC1CC1)C=1C=CC(N(N1)C1=CC(=CC(=C1)OC)OC)=O 6-(3-amino-6-(1-(cyclopropylmethyl)-1H-pyrazol-4-yl)pyrazin-2-yl)-2-(3,5-dimethoxyphenyl)pyridazin-3(2H)-one 2,2,2-trifluoroacetate salt